C1=CC=CC=2C3=CC=CC=C3N(C12)C1=C(C(=CC=C1)N1C2=CC=CC=C2C=2C=CC=CC12)C1=C(C=CC=C1)N1C2=C(C3=CC=CC=C13)C=CN=C2 2,6-di(9H-carbazol-9-yl)-2'-(9H-pyrido[3,4-b]indol-9-yl)-[1,1'-biphenyl]